N,N'-dithio-bis(hexahydro-2H-azepin-2-one) N1(C(CCCCC1)=O)SSN1C(CCCCC1)=O